F\C=C/C1CC(N(C1)C(C(=O)N)CC)=O 2-{4-[(Z)-2-fluoroethenyl]-2-oxo-1-pyrrolidinyl}butanamide